OC(C)(C)C1=CC=C(C=C1)C(C)(C)O p-di-(2-hydroxy-2-propyl)benzene